C(CCCC#C)(=O)OCC(COC(CCCC#C)=O)OC(CCC\C=C/C[C@@H]1[C@H]([C@@H](C[C@@H]1O)O)CC[C@H](CCC1=CC=CC=C1)O)=O 2-(((Z)-7-((1R,2R,3R,5S)-3,5-Dihydroxy-2-((R)-3-hydroxy-5-phenylpentyl)cyclopentyl)hept-5-enoyl)oxy)propane-1,3-diyl bis(hex-5-ynoate)